methyl-4-acetyl-benzoic acid CC1=C(C(=O)O)C=CC(=C1)C(C)=O